C1(CCC1)N1C(=NC2=NC(=NC(=C12)N1CC2CCC(C1)N2)OCC21CCCN1CCC2)OC2=CC(=CC1=CC=C(C(=C21)C#C)F)O 4-({7-cyclobutyl-6-(3,8-diazabicyclo[3.2.1]octan-3-yl)-2-[(tetrahydro-1H-pyrrolizin-7a(5H)-yl)methoxy]-7H-purin-8-yl}oxy)-5-ethynyl-6-fluoronaphthalen-2-ol